C(C)(C)(C)C1=NN=C(O1)C=1C(=CC2=C(NC(CCS2(=O)=O)=O)C1)F 7-(5-tert-butyl-1,3,4-oxadiazol-2-yl)-8-fluoro-1,1-diketo-2,3-dihydro-1λ6,5-benzothiazepine-4-one